CN1CCC(CCC1)N 1-methylazepan-4-amine